N1=C(C=CC=C1)CN(CC1=NC=CC=C1)CC1=CC=C(C=N1)COCC(=O)NC1=CC=C(CCNC(OC(C)(C)C)=O)C=C1 tert-butyl (4-(2-((6-((bis(pyridin-2-ylmethyl)amino)methyl) pyridin-3-yl)methoxy)acetamido)phenethyl)carbamate